Cl.C12CN(CC(CC1)N2)C2=C1C(=NC=C2)NC(=C1C)C=1C=NN(C1)C 4-(3,8-diazabicyclo[3.2.1]oct-3-yl)-3-methyl-2-(1-methyl-1H-pyrazol-4-yl)-1H-pyrrolo[2,3-b]pyridine hydrochloride